C1(CC1)C=1N=CC2=C3C(=CC(=C2C1)S(NCC(C)C)(=O)=O)[C@@H](C[C@H]3NC=3C=NC=CC3)NC(=O)C=3C=NC=CC3 |r| N-[trans-(7RS,9RS)-3-cyclopropyl-5-(2-methylpropylsulfamoyl)-9-(pyridin-3-ylamino)-8,9-dihydro-7H-cyclopenta[h]isoquinolin-7-yl]pyridine-3-carboxamide